N-[(2S,3R)-4,4-difluoro-2-[(2-fluoro-3'-methyl[1,1'-biphenyl]-3-yl)methyl]-1-(oxetane-2-carbonyl)pyrrolidin-3-yl]ethanesulfonamide FC1([C@@H]([C@@H](N(C1)C(=O)C1OCC1)CC=1C(=C(C=CC1)C1=CC(=CC=C1)C)F)NS(=O)(=O)CC)F